1-(5-(bromomethyl)isoxazol-3-yl)ethanone BrCC1=CC(=NO1)C(C)=O